BrC=1C=C(C=2N(C1)N=C(C2)N)OC 6-bromo-4-methoxypyrazolo[1,5-a]pyridin-2-amine